(1S,2S)-6'-chloro-2',3'-dihydrospiro[cyclopropane-1,1'-indene]-2-carboxylic acid ethyl ester C(C)OC(=O)[C@H]1C[C@@]12CCC1=CC=C(C=C21)Cl